[18F]N[C@H](C(=O)O)CC1=CC=C(O)C(O)=C1 [18F]fluoro-L-dopa